Nickel (II) (R)-N-(2-benzoyl-4-chlorophenyl)-1-(3,4-dichlorobenzyl)-2-methylpyrrole-2-carboxamide C(C1=CC=CC=C1)(=O)C1=C(C=CC(=C1)Cl)NC(=O)[C@@]1(N(C=CC1)CC1=CC(=C(C=C1)Cl)Cl)C.[Ni+2]